C(CCCCCCC)N 1-Octanamin